COC([C@H](NC(CCCO)=O)CC1=CC=CC=C1)=O N-(4-hydroxybutyryl)-D-phenylalanine methyl ester